C(C)(C)(C)OC(=O)N1CCN(CC1)C1=NC=CC(=C1)C=1C(=C(C=C(C1)F)C1=CC(=C(C=C1)N1C(OCC1)=O)Cl)OC 4-(4-(3'-chloro-5-fluoro-2-methoxy-4'-(2-oxooxazolidin-3-yl)-[1,1'-biphenyl]-3-yl)pyridin-2-yl)piperazine-1-carboxylic acid tert-butyl ester